Rac-trans-3-(4-methylsulfonylphenoxymethyl)-4-methylpyrrolidine CS(=O)(=O)C1=CC=C(OC[C@@H]2CNC[C@H]2C)C=C1 |r|